O(S(=O)(=O)C(F)(F)F)S(=O)(=O)C(F)(F)F trifluoromethyl-sulfonyl (triflate)